5-(2-fluoro-6-methyl-phenoxy)-1-methyl-4-nitro-indazole FC1=C(OC=2C(=C3C=NN(C3=CC2)C)[N+](=O)[O-])C(=CC=C1)C